6-(2-(hydroxy-prop-2-yl)pyridin-2-yl)-6-(methylsulfanyl)-1,2-dihydro-3H-pyrazolo[3,4-d]pyrimidin-3-one OCC(C)C1(NC=CC=C1)C1(NC=C2C(=N1)NNC2=O)SC